COC(=O)N1C[C@@H](OCC1)CO.FC(C1=CC=C(C=C1)C1NCCOC1)(F)F 3-(4-(Trifluoromethyl)phenyl)morpholine Methyl-(R)-2-(hydroxymethyl)morpholine-4-carboxylate